ClC1=CC=C(C=C1)[C@@H](CN[C@@H](C(=O)C1=CNC2=CC=CC=C12)C1=CC=CC=C1)C (R,S)-2-((2-(4-chlorophenyl)propyl)amino)-1-(1H-indol-3-yl)-2-phenylethan-1-one